COC1=C(C(=CC=C1)OC)P(NC(C1=CC(=CC(=C1)C(F)(F)F)C(F)(F)F)=O)C1=C(C=CC=C1OC)OC N-(bis(2,6-dimethoxyphenyl)phosphino)-3,5-bis(trifluoromethyl)benzamide